4,6-dibromo-2,5-dimethyl-nicotinonitrile BrC1=C(C(=NC(=C1C#N)C)Br)C